5-bromo-1-tosyl-1H-indole BrC=1C=C2C=CN(C2=CC1)S(=O)(=O)C1=CC=C(C)C=C1